COC(C(C)(C)C1CNC1)=O 2-(azetidin-3-yl)-2-methyl-propionic acid methyl ester